CC1=C(C=NC(=C1)C)C=1C=C2C(=NC1)NC=C2C(=O)C=2C(=C(C(=CC2)F)NS(=O)(=O)CCC)F N-(3-(5-(4,6-dimethylpyridin-3-yl)-1H-pyrrolo[2,3-b]pyridine-3-carbonyl)-2,6-difluorophenyl)propane-1-sulfonamide